5-(1-(3-bromophenyl)-3,3-difluorocyclobutyl)-4-methyl-4H-1,2,4-triazole-3-thiol BrC=1C=C(C=CC1)C1(CC(C1)(F)F)C=1N(C(=NN1)S)C